L-Glutamine-15N2 C(CC(=O)[15NH2])[C@@H](C(=O)O)[15NH2]